[Si](C)(C)(C(C)(C)C)OC=1C=CC2=C([Si](C3=C(C2)C=CC(=C3)O[Si](C)(C)C(C)(C)C)(C)C)C1 3,7-bis((tert-butyldimethylsilyl)oxy)-5,5-dimethyldibenzo[b,e]silin